FC1=C(C=CC(=C1)C(F)(F)F)CCC1CN(C1)C(=O)N1CC2(C1)CC(C2)C2=NC(=NN2)C2(CC2)O [3-[2-[2-fluoro-4-(trifluoromethyl)phenyl]ethyl]azetidin-1-yl]-[6-[3-(1-hydroxycyclopropyl)-1H-1,2,4-triazol-5-yl]-2-azaspiro[3.3]heptan-2-yl]methanone